C1(CCCC1)N1C(=CC2=C1N=C(N=C2)NC2=CC=C(C=C2)O)C(=O)N(C)C 7-cyclopentyl-2-(4-hydroxyanilino)-N,N-dimethylpyrrolo[2,3-d]pyrimidine-6-carboxamide